(2-chloropyrimidin-4-yl)imidazo[1,2-b]pyridazine ClC1=NC=CC(=N1)C=1N=C2N(N=CC=C2)C1